C(C)OC(C(CNC(CC#N)C)C)=O 3-[(2-Cyano-1-methyl-ethyl)amino]-2-methyl-propionic acid ethyl ester